CN1N=CC=2C1=NC(=NC2NC2=NNC(=C2)C)NC2CC1CCCC(C2)N1C(CN1CCOCC1)=O 1-((3-exo)-3-((1-methyl-4-((5-methyl-1H-pyrazol-3-yl)amino)-1H-pyrazolo[3,4-d]pyrimidin-6-yl)amino)-9-azabicyclo[3.3.1]nonan-9-yl)-2-morpholinoethane-1-one